O1C=C(C=C1)C1=CC=C(C=C1)C1=CC(=NC=C1)CC1CCCC12CCNCC2 ((4-(4-(furan-3-yl)phenyl)pyridin-2-yl)methyl)-8-azaspiro[4.5]Decane